[N+](=O)(OC[C@@H](CCC1=CC=CC=C1)O[N+](=O)[O-])[O-] |r| rac-4-Phenylbutane-1,2-diyl dinitrate